N[C@@H]([C@@H](C)CC)C(=O)C1=C(CN)C=CC=C1 2-L-isoleucyl-benzylamine